5-((4-(3-carbamoyl-1-(4-methoxyphenyl)-7-oxo-1,4,5,7-tetrahydro-6H-pyrazolo[3,4-c]pyridin-6-yl)phenyl)amino)pentanoic acid C(N)(=O)C1=NN(C=2C(N(CCC21)C2=CC=C(C=C2)NCCCCC(=O)O)=O)C2=CC=C(C=C2)OC